4-[(R)-(1-phenyl-ethyl)amino]-6-{[4-((R)-6-methyl-2-oxo-morpholine-4-yl)-1-oxo-2-butene-1-yl]amino}-7-methoxy-quinazoline C1(=CC=CC=C1)[C@@H](C)NC1=NC=NC2=CC(=C(C=C12)NC(C=CCN1CC(O[C@@H](C1)C)=O)=O)OC